4-(2-((4-methylpiperazin-1-yl)methyl)-5-(3-(m-tolyl)-1H-pyrazol-1-yl)-3H-imidazo[4,5-b]pyridin-7-yl)morpholine CN1CCN(CC1)CC1=NC=2C(=NC(=CC2N2CCOCC2)N2N=C(C=C2)C=2C=C(C=CC2)C)N1